CC1(NC(C=C(C1)C1=NC=2N(C=C1)N=C(N2)C2=C(C=C(C=C2)N2N=CC=N2)O)(C)C)C 2-(5-(2,2,6,6-tetramethyl-1,2,3,6-tetrahydropyridin-4-yl)-[1,2,4]triazolo[1,5-a]pyrimidin-2-yl)-5-(2H-1,2,3-triazol-2-yl)phenol